5-(1,1-difluoroethyl)-5-{4-[4-(3,5-dimethylpyridin-2-yl)piperazine-1-carbonyl]-2-methoxyphenyl}imidazolidine-2,4-dione FC(C)(F)C1(C(NC(N1)=O)=O)C1=C(C=C(C=C1)C(=O)N1CCN(CC1)C1=NC=C(C=C1C)C)OC